FC=1C(=C(C=CC1F)C1[C@H](OC(C1C)(C)C(F)F)C(=O)NC1=CC(=NC=C1)C(=O)N)OC (S)-4-[[3-(3,4-Difluoro-2-Methoxy-Phenyl)-5-(Difluoromethyl)-4,5-DimethylTetrahydrofuran-2-Carbonyl]Amino]Pyridine-2-Carboxamide